2-(4-Fluorobenzenesulfonamido)-N-[2-methyl-5-(piperidine-1-sulfonyl)thiophen-3-yl]acetamide FC1=CC=C(C=C1)S(=O)(=O)NCC(=O)NC1=C(SC(=C1)S(=O)(=O)N1CCCCC1)C